3-(5-chloro-7-methyl-3H-imidazo[4,5-b]pyridin-3-yl)thietane 1,1-dioxide ClC1=CC(=C2C(=N1)N(C=N2)C2CS(C2)(=O)=O)C